dinitronaphthalenesulfonic acid barium salt [Ba+2].[N+](=O)([O-])C=1C(=C(C2=CC=CC=C2C1)S(=O)(=O)[O-])[N+](=O)[O-].[N+](=O)([O-])C=1C(=C(C2=CC=CC=C2C1)S(=O)(=O)[O-])[N+](=O)[O-]